(1S,4s)-4-(8-(4-chloro-2,6-difluorophenylamino)-2-((1R,3R)-3-hydroxycyclohexylamino)-9H-purin-9-yl)-1-methylcyclohexanecarboxamide ClC1=CC(=C(C(=C1)F)NC=1N(C2=NC(=NC=C2N1)N[C@H]1C[C@@H](CCC1)O)C1CCC(CC1)(C(=O)N)C)F